6-Chloro-7-(2-fluoro-6-methoxyphenyl)pyrido[2,3-d]pyrimidine-2,4(1H,3H)-dione ClC1=CC2=C(NC(NC2=O)=O)N=C1C1=C(C=CC=C1OC)F